BrC=1C=C2C=CC(=CC2=CC1)C(C)=O 1-(6-bromonaphthalen-2-yl)ethan-1-one